C(C)N1C(C=2N=C(N=CC2C1=O)NC1=NC=C(C(=C1)N[C@H](CO)C1=CC=CC=C1)C1=NC(=NO1)C12CCN(CC1)CC2)(C)C (S)-6-ethyl-2-((4-((2-hydroxy-1-phenylethyl)amino)-5-(3-(quinuclidin-4-yl)-1,2,4-oxadiazol-5-yl)pyridin-2-yl)amino)-7,7-dimethyl-6,7-dihydro-5H-pyrrolo[3,4-d]pyrimidin-5-one